[N].CC1=NC=C(C=C1C)C 2,3,5-trimethylpyridine nitrogen